1,2-Bis(bromosilyl)ethane Br[SiH2]CC[SiH2]Br